((1RS,4SR,6SR)-6-((5-cyclopropyl-3-(2,6-dichlorophenyl)isoxazol-4-yl)methoxy)-2-azabicyclo[2.2.1]heptan-2-yl)benzo[d]thiazole-6-carboxylic acid C1(CC1)C1=C(C(=NO1)C1=C(C=CC=C1Cl)Cl)CO[C@H]1C[C@H]2CN([C@@H]1C2)C=2SC1=C(N2)C=CC(=C1)C(=O)O |r|